2-chloro-4-(2-fluoro-6-(methoxy-d3)phenoxy)benzaldehyde ClC1=C(C=O)C=CC(=C1)OC1=C(C=CC=C1OC([2H])([2H])[2H])F